BrC1=C2CCC(CC2=CC=C1)=O 5-bromo-3,4-dihydro-2-naphthalenone